ClC=1N=C2C(=C(C=NC2=CC1)N)C(C)OC 6-Chloro-4-(1-methoxyethyl)-1,5-naphthyridin-3-amine